N,N'-[(1,2-phenylene)bismethylene]bismaleimide C1(=C(C=CC=C1)CN1C(C=CC1=O)=O)CN1C(C=CC1=O)=O